C(C)(=O)CN1C([NH+](CC1)C)C 3-acetylmethyl-1,2-dimethylimidazolinium